FC=1C=C(C=CC1)NC(=O)NC1=CC(=NC=C1)F (3-fluorophenyl)-3-(2-fluoropyridin-4-yl)urea